tert-butyl ((1R,3S)-3-(hydroxymethyl)cyclohexyl)carbamate OC[C@@H]1C[C@@H](CCC1)NC(OC(C)(C)C)=O